5-(6-amino-2-fluoro-9H-purin-9-yl)-2-(((tert-butyldimethylsilyl)oxy)methyl)-2-ethynyltetrahydrofuran-3-ol NC1=C2N=CN(C2=NC(=N1)F)C1CC(C(O1)(C#C)CO[Si](C)(C)C(C)(C)C)O